CC(C)C(=C)CC[C@@H](C)[C@H]1CC=C2C=3CCC4CCCC[C@]4(C)C3CC[C@]12C ergosta-8,14,24(28)-trien